4-bromo-N,N-bis(4-ethylphenyl)aniline BrC1=CC=C(N(C2=CC=C(C=C2)CC)C2=CC=C(C=C2)CC)C=C1